FC=1C=CC=2N(C1)C=C(N2)CC(=O)NC=2SC(=CN2)C(F)(F)F 2-(6-fluoroimidazo[1,2-a]pyridin-2-yl)-N-(5-(trifluoromethyl)thiazol-2-yl)acetamide